4-fluoro-2-ethyl-1-nitrobenzene FC1=CC(=C(C=C1)[N+](=O)[O-])CC